C(C)(=O)NC(C(=O)O)=CC1=CC=CC=C1 alpha-acetamidocinnamic acid